6-(4-chlorophenyl)-N-methyl-N-(p-tolyl)pyrazine-2-carboxamide ClC1=CC=C(C=C1)C1=CN=CC(=N1)C(=O)N(C1=CC=C(C=C1)C)C